C12C(C3CC(CC(C1)C3)C2)CC(=O)NC2=CC3=C(NC(=N3)[C@H](N(C(OC(C)(C)C)=O)C)C3=CC=CC=C3)C=C2 tert-butyl N-[(R)-[5-[[2-(2-adamantyl)acetyl]amino]-1H-benzimidazol-2-yl]-phenyl-methyl]-N-methyl-carbamate